OC[C@H](C1=CC=CC=C1)NC1=CC(=NC=C1C=1OC(=NN1)C1=NC=CC=C1)NC1=CC=C2C(=N1)C(N(C2=O)C)(C)C (S)-2-((4-((2-hydroxy-1-phenylethyl)amino)-5-(5-(pyridin-2-yl)-1,3,4-oxadiazol-2-yl)pyridin-2-yl)amino)-6,7,7-trimethyl-6,7-dihydro-5H-pyrrolo[3,4-b]pyridin-5-one